NC1=NC=2C=CC=C(C2C2=C1N=C(N2C)COCC)OCCCNS(=O)(=O)C N-(3-((4-amino-2-(ethoxymethyl)-1-methyl-1H-imidazo[4,5-c]quinolin-9-yl)oxy)propyl)methanesulfonamide